4-(Acetoxy)thiobenzamide C(C)(=O)OC1=CC=C(C(=S)N)C=C1